4-chloro-10-(4-(dimethoxymethyl)piperidin-1-yl)-7,7-dimethylindolo[1,2-a]quinazolin-5(7H)-one ClC=1C=2C(N=C3N(C2C=CC1)C1=CC(=CC=C1C3(C)C)N3CCC(CC3)C(OC)OC)=O